C1NCC12CCC2 2-azaspiro[3.3]-heptan